tert-butyl 2-(((4-(tert-butoxycarbonyl)-2-cyclopropyl-5-fluorobenzyl) oxy) methyl)-7-azaspiro[3.5]nonane-7-carboxylate C(C)(C)(C)OC(=O)C1=CC(=C(COCC2CC3(C2)CCN(CC3)C(=O)OC(C)(C)C)C=C1F)C1CC1